OCC#CC=1C=C2CN(C(C2=CC1)=O)N1C(CCCC1=O)=O (5-(3-hydroxyprop-1-yn-1-yl)-1-oxoisoindolin-2-yl)piperidine-2,6-dione